N-(2-{3-[(1R)-1-({6-[1-(cyclopropanecarbonyl)-4-oxo-1,4lambda5-azaphosphinan-4-yl]-2-methylpyrido[3,4-d]pyrimidin-4-yl}amino)ethyl]-2-fluorophenyl}-2,2-difluoroethyl)acetamide C1(CC1)C(=O)N1CCP(CC1)(=O)C1=CC2=C(N=C(N=C2N[C@H](C)C=2C(=C(C=CC2)C(CNC(C)=O)(F)F)F)C)C=N1